[4-[(4-Cyano-2-pyridinyl)carbamoyl]phenyl]boronic acid C(#N)C1=CC(=NC=C1)NC(=O)C1=CC=C(C=C1)B(O)O